ClC1=CC=C2C(=CN(C2=C1)C1CC1)C1CCN(CC1)C(=O)C=1C=CC2=C(NC(CO2)=O)C1 6-[4-(6-Chloro-1-cyclopropylindol-3-yl)piperidine-1-carbonyl]-4H-1,4-benzoxazin-3-one